6-cyclopropaneamido-4-({3-[5-(2-fluoroethyl)-1,2,4-oxadiazol-3-yl]-2-methoxyphenyl}amino)-N-(2H3)methylpyridazine-3-carboxamide C1(CC1)C(=O)NC1=CC(=C(N=N1)C(=O)NC([2H])([2H])[2H])NC1=C(C(=CC=C1)C1=NOC(=N1)CCF)OC